C1(CCCC1)N1C(N(C=2C=NC(=CC21)NC=2C=C1C=CC=NC1=CC2)C)=O 1-Cyclopentyl-3-methyl-6-(quinolin-6-ylamino)-1,3-dihydro-2H-imidazo[4,5-c]pyridin-2-one